C(CC(O)(C(=O)OCC=C(C)C)CC(=O)OCC=C(C)C)(=O)OCC=C(C)C triprenyl citrate